2-(5-cyclopropyl-1H-pyrazol-3-yl)-1H-isoindole-1,3(2H)-dione C1(CC1)C1=CC(=NN1)N1C(C2=CC=CC=C2C1=O)=O